(4-CHLORO-1H-PYRAZOL-1-YL)ACETALDEHYDE ClC=1C=NN(C1)CC=O